cymene C1(=CC=C(C=C1)C)C(C)C